4-ETHYL-3-PHENYLISOTHIAZOLE-5-CARBOXYLIC ACID C(C)C=1C(=NSC1C(=O)O)C1=CC=CC=C1